FC=1C=CC(=NC1C)C(=O)NC1=CC2=CN(N=C2C=C1C(C)(C)O)C1CCC(CC1)CO 5-Fluoro-N-(2-((1r,4r)-4-(hydroxymethyl)cyclohexyl)-6-(2-hydroxypropan-2-yl)-2H-indazol-5-yl)-6-methylpicolinamide